NC1=NC(=CC=2C1=NN(N2)CC2=NN(C=C2)C)C=2C=C(C#N)C=CC2 3-(4-amino-2-((1-methyl-1H-pyrazol-3-yl)methyl)-2H-[1,2,3]triazolo[4,5-c]pyridin-6-yl)benzonitrile